(S)-4-(2-chloro-6,7-dimethyl-1,8-naphthyridin-4-yl)-2-(1-methyl-1H-pyrazol-4-yl)morpholine iron (ii) [Fe+2].ClC1=NC2=NC(=C(C=C2C(=C1)N1C[C@@H](OCC1)C=1C=NN(C1)C)C)C